NC1=CC=C(C=C1)C1=CC=CC=C1 2-(4-aminophenyl)benzene